CC=1N(C(C2=C(N1)N(N=C2)C2=CC=CC=C2)=O)OCCCCN2CCOCCC2 6-methyl-5-{[4-(1,4-oxazepan-4-yl)butyl]oxy}-1-phenyl-4,5-dihydropyrazolo[3,4-d]pyrimidin-4-one